OC=1C=C(C=CC1OCO)C1OC2=CC(=CC(=C2C(C1)=O)OCCO)OCO 2-(3-hydroxy-4-(hydroxymethoxy)phenyl)-5-(2-hydroxyethoxy)-7-(hydroxymethoxy)chroman-4-one